Boc-4-benzoyl-L-phenylalanine C(=O)(OC(C)(C)C)N[C@@H](CC1=CC=C(C=C1)C(C1=CC=CC=C1)=O)C(=O)O